C1(=CC=CC=C1)[C@@H](C)N |r| R and S-1-phenylethylamine